C(C)(=O)O.C(C)(=O)O.OC[C@H](O)[C@@H](O)[C@H](O)[C@H](O)CO sorbitol diacetate